(S)-2-(5-(6-chloro-7-fluoro-3-(1H-imidazol-1-yl)-5-methoxy-1-methyl-1H-indol-2-yl)-1H-1,2,4-triazol-3-yl)-2-methoxyethan-1-ol ClC1=C(C=C2C(=C(N(C2=C1F)C)C1=NC(=NN1)[C@@H](CO)OC)N1C=NC=C1)OC